O=C1N(C=CC2=CC=CC(=C12)C#CC1COC(C1)=O)C1=CC=CC=C1 1-oxo-8-((5-Oxotetrahydrofuran-3-yl)ethynyl)-2-phenyl-1,2-dihydroisoquinoline